C(C)(C)NC1=C2C(=NC=C1C(=O)O)SC(=C2)C=2C=NC=CC2 4-(isopropylamino)-2-(pyridin-3-yl)thieno[2,3-b]pyridine-5-carboxylic acid